ethanedial dioxime C(C=NO)=NO